C(C)O[C@H]1C[C@H](N(CC1)N(C)C1=C2C=CNC2=C(C=C1OC)C)C1=CC=C(C(=O)O)C=C1 4-((2s,4r)-4-ethoxy-1-((5-methoxy-7-methyl-1H-indol-4-yl)(methyl)amino)piperidin-2-yl)benzoic acid